CN1CCC(=CC1)C=1C=C2C(=NC1)NC=C2C=2C=C1C(=NC=NC1=CC2)N2CCN(CC2)C 6-(5-(1-methyl-1,2,3,6-tetrahydropyridin-4-yl)-1H-pyrrolo[2,3-b]pyridin-3-yl)-4-(4-methylpiperazin-1-yl)quinazoline